N1N=CC(=C1)C1=CC=C(C=C1)N1CCC(CC1)C[N-]CCCCCCC N-((1-(4-(1H-pyrazol-4-yl)phenyl)piperidin-4-yl)methyl)heptylamide